methyl 4-[(3S,4R)-3-(tert-butoxycarbonylamino)-4-methyl-pyrrolidin-1-yl]-2-methyl-indazole-7-carboxylate C(C)(C)(C)OC(=O)N[C@@H]1CN(C[C@H]1C)C=1C2=CN(N=C2C(=CC1)C(=O)OC)C